di(n-pentylmethyl)cyclodecane tert-Butyl-5-chloro-4-(methylamino)isoindoline-2-carboxylate C(C)(C)(C)OC(=O)N1CC2=CC=C(C(=C2C1)NC)Cl.C(CCCC)CC1(CCCCCCCCC1)CCCCCC